NC1=CC(=CC(=N1)C=1C(=C2CN(C(C2=CC1)=O)C1C(NC(CC1)=O)=O)F)CC(F)(F)F 3-(5-(6-Amino-4-(trifluoroethyl)pyridin-2-yl)-4-fluoro-1-oxoisoindolin-2-yl)piperidin-2,6-dion